ClC1=C(C(=CC=C1)Cl)N1N=C(C(=N1)C(=O)N)NC1=CC=C(C=C1)C(=O)N1CCS(CC1)(=O)=NC 2-(2,6-dichlorophenyl)-5-((4-(1-(methylimino)-1-oxidothiomorpholine-4-carbonyl)phenyl)amino)-2H-1,2,3-triazole-4-carboxamide